(3aR,4R,6aS)-4-(Chloromethyl)-2,2-dimethyltetrahydrothieno[3,4-d][1,3]dioxol ClC[C@@H]1SC[C@H]2OC(O[C@H]21)(C)C